O1C2=C(OCC1)C=C(C=C2)C(CC)=O 1-(2,3-dihydrobenzo[b][1,4]dioxin-6-yl)propan-1-one